4-(4-nitrophenyl)-2-(3-(trifluoromethyl)phenyl)thiazole [N+](=O)([O-])C1=CC=C(C=C1)C=1N=C(SC1)C1=CC(=CC=C1)C(F)(F)F